O=C1NC(CCC1N1C(C2=CC=C(C=C2C1)NC(=O)C=1C=C2C(=NC1)N(C=C2I)C)=O)=O N-[2-(2,6-dioxopiperidin-3-yl)-1-oxo-3H-isoindol-5-yl]-3-iodo-1-methylpyrrolo[2,3-b]pyridine-5-carboxamide